4,4-dimethoxytrityl ether COC1(CC=C(C(C2=CC=CC=C2)(C2=CC=CC=C2)OC(C2=CCC(C=C2)(OC)OC)(C2=CC=CC=C2)C2=CC=CC=C2)C=C1)OC